CS(=O)(=O)OC[C@H](C=C)N (S)-2-amino-but-3-en-1-yl methanesulfonate